(2-bromo-5,8-dihydro-6H-pyrano[3,4-b]pyridin-5-yl)methyl-carbamic acid tert-butyl ester C(C)(C)(C)OC(NCC1COCC2=NC(=CC=C21)Br)=O